[1-(1H-indol-3-yl)hexan-2-yl]-7-(1-methylpiperidin-4-yl)-5,6,7,8-tetrahydroimidazo[1,2-a]pyrazine-2-carboxamide N1C=C(C2=CC=CC=C12)CC(CCCC)C1=C(N=C2N1CCN(C2)C2CCN(CC2)C)C(=O)N